2-chloro-3-difluoromethoxy-5-trifluoromethylpyridine ClC1=NC=C(C=C1OC(F)F)C(F)(F)F